6-cyclopropyl-1-(3-methoxy-3-methylbutyl)-1H-pyrazolo[3,4-b]pyrazin-3-amine C1(CC1)C1=CN=C2C(=N1)N(N=C2N)CCC(C)(C)OC